C(C)NS(=O)(=O)C=1C=NC(=C(C1)C=1C2=C(C(N(C1)C([2H])([2H])[2H])=O)NC=C2)N2CCC1(CC1)CC2 N-ethyl-5-(6-trideuteromethyl-7-oxo-6,7-dihydro-1H-pyrrolo[2,3-c]pyridin-4-yl)-6-(6-aza-spiro[2.5]octan-6-yl)pyridin-3-sulfonamide